piperazin-1-yl(4-(3-(3-propylphenoxy)propyl)phenyl)methanone hydrochloride Cl.N1(CCNCC1)C(=O)C1=CC=C(C=C1)CCCOC1=CC(=CC=C1)CCC